1-(2-chlorophenyl)-7-(difluoromethyl)quinazoline-2,4(1H,3H)-dione ClC1=C(C=CC=C1)N1C(NC(C2=CC=C(C=C12)C(F)F)=O)=O